C(C)(C)(C)C1=CC=2C(=NC=C(N2)[C@@H]2CCC[C@H]([C@@H](N2)CO)CC2CC2)O1 [(2R,3S,7S)-7-(6-tert-Butylfuro[2,3-b]pyrazin-2-yl)-3-(cyclopropylmethyl)azepan-2-yl]methanol